8-(quinolin-2-ylmethoxy)-4,5-dihydro-6-oxa-3,3a-diaza-benzo-azulene N1=C(C=CC2=CC=CC=C12)COC=1C=CC2=C(OCCN3N=CC=C23)C1